ClC=1C=C(N[C@@H](C(=O)O)CC(C)C)C=CC1 (2R)-2-(3-chloroanilino)-4-methyl-pentanoic acid